ClC1OC2=C(OC1)C=CC=C2N2CCN(CC2)O 3-Chloro-5-(4-hydroxypiperazin-1-yl)-2,3-dihydro-1,4-benzodioxine